2,5-dibromo-1-(4-(trifluoromethoxy)benzyl)-1H-pyrrole BrC=1N(C(=CC1)Br)CC1=CC=C(C=C1)OC(F)(F)F